tert-butyl 3-((8-carbamoyl-6-chloropyrido[3,2-d]pyrimidin-4-yl)amino)azepane-1-carboxylate C(N)(=O)C1=CC(=NC2=C1N=CN=C2NC2CN(CCCC2)C(=O)OC(C)(C)C)Cl